(5R)-5-[[(3-chloropyridin-2-yl)oxy]methyl]pyrrolidin-2-one ClC=1C(=NC=CC1)OC[C@H]1CCC(N1)=O